3-((4,4-bis(octyloxy)butanoyl) oxy)-2-((((3-(diethylamino)propoxy)carbonyl)oxy)methyl)propyl octadeca-9,12-dienoate C(CCCCCCCC=CCC=CCCCCC)(=O)OCC(COC(CCC(OCCCCCCCC)OCCCCCCCC)=O)COC(=O)OCCCN(CC)CC